3-(1-(2,2-difluoroethyl)-1H-pyrazolo[3,4-b]pyrazin-6-yl)-1'-(6-(trifluoromethyl)pyridin-3-yl)-3-azaspiro[bicyclo[3.2.1]octane-8,3'-pyrrolidin]-5'-one FC(CN1N=CC=2C1=NC(=CN2)N2CC1CCC(C2)C12CN(C(C2)=O)C=2C=NC(=CC2)C(F)(F)F)F